4,7-dihydrothieno[2,3-c]pyridine-6(5H)carboxylate S1C=CC2=C1CN(CC2)C(=O)[O-]